C(C)(C)(C)OC(=O)N1C[C@@H](N(CC1)C1=NC(=CC=C1CO)OCC1=C(C=C(C=C1)C#N)F)CO (R)-4-(6-((4-cyano-2-fluorobenzyl)oxy)-3-(hydroxymethyl)pyridin-2-yl)-3-(hydroxymethyl)piperazine-1-carboxylic acid tert-butyl ester